4-(ETHYL(METHYL)CARBAMOYL)PHENYLBORONIC ACID C(C)N(C(=O)C1=CC=C(C=C1)B(O)O)C